CN(C(=O)C1CCC1)C N,N-dimethylcyclobutane-1-carboxamide